N1N=NC(=C1)C1CN(CC1)C(=O)OC(C)(C)C tert-Butyl 3-(1H-1,2,3-triazol-4-yl)pyrrolidine-1-carboxylate